NC1=NC=NN2C1=CC=C2[C@@]2([C@@H]([C@@H]([C@H](O2)COP(=O)(OC2=CC=CC=C2)N[C@H](C(=O)OCC)CC2=CC=CC=C2)O)O)C#N |&1:10| (2S)-ethyl 2-(((((2R,3S,4R,SR)-5-(4-aminopyrrolo[2,1-f][1,2,4]triazin-7-yl)-5-cyano-3,4-dihydroxytetrahydrofuran-2-yl)methoxy)(phenoxy)phosphoryl)amino)-3-phenylpropanoate